C1(CC1)CN[C@H]1CN(CC1)C(=O)OCC1=CC=CC=C1 benzyl (3R)-3-[(cyclopropylmethyl)amino]pyrrolidine-1-carboxylate